OP(O)(=O)OP(=O)(O)OP(=O)(O)O.C(CCCC)N(CCCCC)CCCCC tri-n-pentylamine triphosphate